COC=1C=C2CCN(C(C2=CC1OC)C#N)C1=CC=CC=C1 6,7-dimethoxy-(2-phenyl)-1,2,3,4-tetrahydroisoquinoline-1-carbonitrile